2-(2-chlorobenzylamino)-6-hydroxypurine ClC1=C(CNC2=NC(=C3NC=NC3=N2)O)C=CC=C1